C1=NC=CC2=CC=CC(=C12)OC1=C(C=C(C=C1)S(=O)(=O)C)C=1C2=C(C(N(C1)C)=O)NC=C2 4-[2-(isoquinolin-8-yloxy)-5-(methylsulfonyl)phenyl]-6-methyl-1,6-dihydro-7H-pyrrolo[2,3-c]pyridin-7-one